5-(4-((7-ethyl-6-oxo-5,6-dihydro-1,5-naphthyridin-3-yl)methyl)piperazin-1-yl)-N-(1-(methyl-d3)-1H-pyrazol-3-yl)pyridine C(C)C=1C(NC=2C=C(C=NC2C1)CN1CCN(CC1)C=1C=CCN(C1)C1=NN(C=C1)C([2H])([2H])[2H])=O